BrC1=CC2=C(C(NC3CC2C3)=O)C=C1 7-bromo-2,3,4,5-tetrahydro-1H-3,5-methanobenzo[c]azepin-1-one